ClC1=C(C=C(C(=C1)F)OC)C1=CC=2N(C(N(C(C2S1)=O)C=1C=2C(C=NC1)=NN(C2C)C)=O)CCC#N 3-(6-(2-chloro-4-fluoro-5-methoxyphenyl)-3-(2,3-dimethyl-2H-pyrazolo[3,4-c]pyridin-4-yl)-2,4-dioxo-3,4-dihydrothieno[3,2-d]pyrimidin-1(2H)-yl)propionitrile